α-phenyl-benzenemethanimine C1(=CC=CC=C1)C(=N)C1=CC=CC=C1